Dimethyl 2,2'-(5,5'-Dimethoxy-4,4'-dioxo-4H,4'H-[6,6'-bichromene]-2,2'-diyl)bis(2-methylpropanoate) COC1=C2C(C=C(OC2=CC=C1C=1C(=C2C(C=C(OC2=CC1)C(C(=O)OC)(C)C)=O)OC)C(C(=O)OC)(C)C)=O